Ethylenediaminetetraacetic Dianhydride C1C(=O)OC(=O)CN1CCN2CC(=O)OC(=O)C2